6-(6-(4-(2-(2-azidoethoxy)ethyl)piperazin-1-yl)pyridin-3-yl)-3-(2-(difluoromethoxy)benzyl)-2-methylimidazo[1,2-a]pyridine N(=[N+]=[N-])CCOCCN1CCN(CC1)C1=CC=C(C=N1)C=1C=CC=2N(C1)C(=C(N2)C)CC2=C(C=CC=C2)OC(F)F